Methyl 3-[2-[[3-chloro-5-fluoro-6-[3-methyl-2,6-dioxo-4-(trifluoromethyl)pyrimidin-1-yl]-2-pyridyl]-sulfanyl]propanoylamino]propanoate ClC=1C(=NC(=C(C1)F)N1C(N(C(=CC1=O)C(F)(F)F)C)=O)SC(C(=O)NCCC(=O)OC)C